O1CCN(CC1)C(=O)C=1N=NC(=CC1)C1=CC=C(C=C1)N1C[C@@H](CC1)OC=1C(=NC=2N(C1C)N=C(C2)C)C (R)-morpholino(6-(4-(3-((2,5,7-trimethylpyrazolo[1,5-a]pyrimidin-6-yl)oxy)pyrrolidin-1-yl)phenyl)pyridazin-3-yl)methanone